triaminononadecane NC(CCCCCCCCCCCCCCCCCC)(N)N